C(=O)(O)CN1C=C([C@H]2[C@H](O)[C@H](O)[C@@H](CO)O2)C(NC1=O)=O 1-Carboxymethyl-pseudouridine